C12(CC3CC(CC(C1)C3)C2)C=2C=C(C=CC2OC)C=2C=C3C=CC(=CC3=CC2)C(=O)O 6-[3-(1-Adamantyl)-4-methoxyphenyl]-2-naphthoic acid